C1(CCCCC1)CCCOC(N)=O carbamic acid 3-cyclohexylpropyl ester